BrC=1C=C2C=NC(=NC2=CC1)N1C[C@@H]2[C@H](C1)COC2 (3Ar,6as)-5-(6-bromoquinazolin-2-yl)hexahydro-1H-furo[3,4-c]pyrrole